(E)-2-(1-((3-(6-((hydroxyimino)methyl)-5-methyl-4-oxo-7-propyl-3,4-dihydropyrrolo[2,1-f][1,2,4]triazin-2-yl)-4-propoxyphenyl)sulfonyl)piperidin-4-yl)ethylnitrate O\N=C\C=1C(=C2C(NC(=NN2C1CCC)C=1C=C(C=CC1OCCC)S(=O)(=O)N1CCC(CC1)CCO[N+](=O)[O-])=O)C